C(C)(C)(C)OC(=O)N1CCCC2=CC=C(N=C12)CCCCNCCNC(C)=O tert-butyl-7-(4-((2-acetamidoethyl)amino)butyl)-3,4-dihydro-1,8-naphthyridine-1(2H)-carboxylate